lutetium bromide hydrate O.[Br-].[Lu+3].[Br-].[Br-]